FC(=CC1=CC=CC2=CC=CC=C12)F 1-(2,2-difluorovinyl)-naphthalene